3-[2-({[6-(Trifluoromethyl)pyridin-3-yl]methyl}amino)propyl]-2-thioxo-1,2,3,7-tetrahydro-6H-purin-6-one trifluoroacetate FC(C(=O)O)(F)F.FC(C1=CC=C(C=N1)CNC(CN1C(NC(C=2NC=NC12)=O)=S)C)(F)F